C(C)N1CCN(CC1)CCCS(=O)(=O)N1C[C@H]([C@H](CC1)NC1=NN2C=NC(=C(C2=N1)OC(C)C)C=1C=NNC1)C N-((3R,4S)-1-((3-(4-Ethylpiperazin-1-yl)propyl)sulfonyl)-3-methylpiperidin-4-yl)-8-isopropoxy-7-(1H-pyrazol-4-yl)-[1,2,4]triazolo[1,5-c]pyrimidin-2-amine